[I-].C(C)N1C(OC2=C1C=CC=C2)C=CC=C2OC1=C(N2CC)C=CC=C1 3-ethyl-2-[3-(3-ethyl-3H-benzoxazol-2-ylidene)prop-1-enyl]benzoxazole iodide